5-[8-[(1R,2R)-2-[1-(2,2-difluoroethyl)indazol-6-yl]cyclopropyl]imidazo[1,2-b]pyridazin-6-yl]-1H-pyrimidine-2,4-dione FC(CN1N=CC2=CC=C(C=C12)[C@H]1[C@@H](C1)C=1C=2N(N=C(C1)C=1C(NC(NC1)=O)=O)C=CN2)F